1-[2-(2-Methoxy-pyridin-4-yl)-ethyl]-piperidine-4-carboxylic acid hydrazide COC1=NC=CC(=C1)CCN1CCC(CC1)C(=O)NN